(8-Chloro-7-fluoro-3-(methoxymethoxy)naphthalen-1-yl)trimethyl-stannane ClC=1C(=CC=C2C=C(C=C(C12)[Sn](C)(C)C)OCOC)F